NC(C)(C)C1=NC(=CC2=C1CNC2=O)N2[C@@H](CCC2)C 4-(2-aminopropan-2-yl)-6-[(2R)-2-methylpyrrolidin-1-yl]-2,3-dihydro-1H-pyrrolo[3,4-c]pyridin-1-one